C(C1=CC=CC=C1)C(C(=O)NC=1C=NC2=C(C=CC=C2C1)F)(CC(F)(F)F)Cl 2-benzyl-2-chloro-4,4,4-trifluoro-N-(8-fluoro-3-quinolyl)butanamide